O=C1NC(CCC1N1C(C2=CC=CC(=C2C1=O)NCC=1C=NN(C1)C1CCN(CC1)C(=O)C1(COC1)C1=CC=CC=C1)=O)=O 2-(2,6-dioxopiperidin-3-yl)-4-(((1-(1-(3-phenyloxetane-3-carbonyl)piperidin-4-yl)-1H-pyrazol-4-yl)methyl)amino)isoindoline-1,3-dione